2-[6-amino-5-[8-[2-[3-[3-fluoro-3-(hydroxymethyl)azetidin-1-yl]prop-1-ynyl]-4-pyridyl]-3,8-diazabicyclo[3.2.1]octan-3-yl]pyridazin-3-yl]phenol NC1=C(C=C(N=N1)C1=C(C=CC=C1)O)N1CC2CCC(C1)N2C2=CC(=NC=C2)C#CCN2CC(C2)(CO)F